1,4-bis-aminopropyl-piperazine NCCCN1CCN(CC1)CCCN